BrC1=C(C=CC(=C1)Br)C(\C=C\N(C)C)=O (E)-1-(2-bromo-4-bromophenyl)-3-(dimethylamino)prop-2-en-1-one